FC=1C=C(C=CC1OC)C1=CC=C(C(=N1)N1C(C[C@@H](C1)C)(C)C)C(=O)NS(=O)(=O)C=1C(NC=CC1)=O 6-(3-Fluoro-4-methoxyphenyl)-N-[(2-oxo-1H-pyridin-3-yl)sulfonyl]-2-[(4S)-2,2,4-trimethylpyrrolidin-1-yl]pyridin-3-carboxamid